(6Z,9Z)-octadeca-6,9-dien-3-one CCC(CC\C=C/C\C=C/CCCCCCCC)=O